N-(4-chlorobenzyl)-2,4,6-trimethyl-N-(4-((2-(pyrrolidin-1-yl)pyrimidin-4-yl)amino)phenyl)benzenesulfonamide ClC1=CC=C(CN(S(=O)(=O)C2=C(C=C(C=C2C)C)C)C2=CC=C(C=C2)NC2=NC(=NC=C2)N2CCCC2)C=C1